N-[(3S)-1-[4-[[(1R)-1-[3-(difluoromethyl)-2-fluoro-phenyl]ethyl]amino]-2-methyl-pyrido[3,4-d]pyrimidin-6-yl]pyrrolidin-3-yl]acetamide FC(C=1C(=C(C=CC1)[C@@H](C)NC=1C2=C(N=C(N1)C)C=NC(=C2)N2C[C@H](CC2)NC(C)=O)F)F